dichloro-p-hydroxybenzaldehyde ClC=1C(=C(C=O)C=CC1O)Cl